C(C)C1CCC2=CC(=CC=C12)C=O 1-ethyl-2,3-dihydro-1H-indene-5-carbaldehyde